2,6-naphthalenediarsonic acid C1=C(C=CC2=CC(=CC=C12)[As](O)(=O)O)[As](O)(=O)O